2-(4-(2,6-dicyano-3-hydroxy-4-methoxybenzyl)phenyl)acetic acid C(#N)C1=C(CC2=CC=C(C=C2)CC(=O)O)C(=CC(=C1O)OC)C#N